ClC=1C=CC(=NC1)N1N=C(N=C1C(C)N1C(C2=CC=CC=C2C1=O)=O)CS(=O)(=O)C 2-[1-[2-(5-Chloro-2-pyridinyl)-5-(methylsulfonylmethyl)-1,2,4-triazol-3-yl]ethyl]isoindoline-1,3-dione